3-bromo-6-fluoro-N,N-dimethylpicolinamide BrC=1C(=NC(=CC1)F)C(=O)N(C)C